CN(C)CC1CNCCC1 3-[(dimethylamino)methyl]piperidine